NCC=1C=C(C=CC1)N[C@@H]1[C@H]([C@@H](N(C2=CC=CC=C12)C(C)=O)C1CC1)C ((2S,3R,4R)-4-((3-(aminomethyl)phenyl)amino)-2-cyclopropyl-3-methyl-3,4-dihydroquinolin-1(2H)-yl)ethanone